(3R)-3-methyl-4-(3-(3-methyl-1-(tetrahydro-2H-pyran-2-yl)-1H-pyrazol-5-yl)-7-(3-(trifluoromethyl)-1H-1,2,4-triazol-1-yl)isothiazolo[4,5-b]pyridin-5-yl)morpholine C[C@H]1N(CCOC1)C1=CC(=C2C(=N1)C(=NS2)C2=CC(=NN2C2OCCCC2)C)N2N=C(N=C2)C(F)(F)F